arsenic-copper-nickel [Ni].[Cu].[As]